2-chloro-6-cyclopropyl-4-[2-(4-methyl-1,2,4-triazol-3-yl)-phenyl]Pyridine ClC1=NC(=CC(=C1)C1=C(C=CC=C1)C1=NN=CN1C)C1CC1